2-methoxy-3-(5-methylpyrimidin-2-yl)aniline COC1=C(N)C=CC=C1C1=NC=C(C=N1)C